C1(=C(C(=CC=C1)C)C)NC1=CC=CC=C1 4-(xylylamino)benzene